3-Nitro-4-(prop-1-en-2-yl)aniline [N+](=O)([O-])C=1C=C(N)C=CC1C(=C)C